(R)-3-((R)-2-(3-fluoro-4-phosphonophenyl)-2-(indolizine-3-carboxamido)acetamido)-2-hydroxy-3,4-dihydro-2H-benzo[e][1,2]oxaborinine-8-carboxylic acid FC=1C=C(C=CC1P(=O)(O)O)[C@H](C(=O)N[C@@H]1B(OC2=C(C1)C=CC=C2C(=O)O)O)NC(=O)C2=CC=C1C=CC=CN21